2-[6-(3-fluoro-4-methoxyphenyl)-5-methylpyridine-2-yl]quinazolinebenzylidenedicamphor FC=1C=C(C=CC1OC)C1=C(C=CC(=N1)C1(NC2=CC=CC=C2C=N1)C1=CC=CC=C1C(C1C(C2(CCC1C2(C)C)C)=O)C2C(C1(CCC2C1(C)C)C)=O)C